Tert-butyl [(1S,2R,4R)-4-({[4-(5,6-dimethoxypyridazin-3-yl)phenyl]methyl}amino)-2-methoxycyclopentyl]methylcarbamate COC=1C=C(N=NC1OC)C1=CC=C(C=C1)CN[C@H]1C[C@H]([C@@H](C1)CNC(OC(C)(C)C)=O)OC